C1(=NC=CC2=CC=CC=C12)N1N=C(N=C1N)NC1=CC=C(C=C1)OC1CN(CCC1)C 1-(isoquinolin-1-yl)-N3-(4-(1-methylpiperidin-3-yloxy)phenyl)-1H-1,2,4-triazole-3,5-diamine